(R)-3-(3-isothiocyanato-5-(trifluoromethyl)phenoxy)-1-methylpyrrolidine N(=C=S)C=1C=C(O[C@H]2CN(CC2)C)C=C(C1)C(F)(F)F